1,9-nonandicarboxylic acid C(CCCCCCCCC(=O)O)C(=O)O